3-isobutyl-5-methylcyclohexanol C(C(C)C)C1CC(CC(C1)C)O